OCC(CO)(C)NC(N)=S 3-(1,3-dihydroxy-2-methylpropan-2-yl)thiourea